Octyl ((S)-(((2R,3S,5R)-5-(6-amino-2-fluorO-9H-purin-9-yl)-2-ethynyl-3-hydroxytetrahydrofuran-2-yl)methoxy)(phenoxy)phosphoryl)-L-phenylalaninate NC1=C2N=CN(C2=NC(=N1)F)[C@H]1C[C@@H]([C@@](O1)(C#C)CO[P@](=O)(OC1=CC=CC=C1)N[C@@H](CC1=CC=CC=C1)C(=O)OCCCCCCCC)O